OC1=CC=C2C(C(=C(OC2=C1O)C(F)(F)F)C=1C=NNC1)=O 7,8-dihydroxy-3-(1H-pyrazol-4-yl)-2-(trifluoromethyl)-4H-chromen-4-one